bromo-[1,1':3',1''-terphenyl] BrC1=C(C=CC=C1)C1=CC(=CC=C1)C1=CC=CC=C1